CC1O[Sn]2(OCCN(C1)C)OC(CN(CCO2)C)C 2,4,10,12-tetramethyl-1,7,9,15-tetraoxa-4,12-diaza-8-stannaspiro[7.7]pentadecane